2,6-dipropyl-4-methylphenol C(CC)C1=C(C(=CC(=C1)C)CCC)O